C(CCCCCCCCCCCCC)(=O)O.P(=O)(OCCCCCCCCCCCCCCCC)(O)O cetyl phosphate (Myristate)